Undecane carbon [C].CCCCCCCCCCC